NC[C@H]1C[C@@H](N(C1)C(=O)OC(C)(C)C)C(=O)OC 1-(tert-butyl) 2-methyl (2R,4R)-4-(aminomethyl)pyrrolidine-1,2-dicarboxylate